C(C)(C)(C)C=1C=C(C=C(C1OC)C(C)(C)C)N(C1=CC=C(C(=O)[O-])C=C1)CC 4-[(3,5-di-tert-butyl-4-methoxyphenyl)(ethyl)amino]-benzoate